diethyl oxalacetate C(CC(=O)C(=O)OCC)(=O)OCC